2-[(2,4-difluoro-6-isopropoxy-phenyl)methyl]-N,N-diethyl-thiophene-3-carboxamide FC1=C(C(=CC(=C1)F)OC(C)C)CC=1SC=CC1C(=O)N(CC)CC